naphtho[1',2':4,5]furano[2,3-b]pyrazine C1=CC=CC=2C=CC3=C(C=4C(=NC=CN4)O3)C12